diethyl-(3,5-di-tert-butyl-4-hydroxybenzyl) phosphate P(=O)(OC(C1=CC(=C(C(=C1)C(C)(C)C)O)C(C)(C)C)(CC)CC)([O-])[O-]